Methyl 4-[(1S)-1-[[4-[2-(4-cyanophenoxy)ethylamino]tetrahydropyran-4-carbonyl]amino]ethyl]benzoate C(#N)C1=CC=C(OCCNC2(CCOCC2)C(=O)N[C@@H](C)C2=CC=C(C(=O)OC)C=C2)C=C1